OCCNCC(O)C1=CNC2=CC=CC=C12 2-((2-hydroxyethyl)amino)-1-(1H-indol-3-yl)ethan-1-ol